7-(5-bromo-4-(isopropylamino)pyridin-2-yl)pyrrolo[1,2-b]pyridazine-3-carbonitrile BrC=1C(=CC(=NC1)C1=CC=C2N1N=CC(=C2)C#N)NC(C)C